4-((1S,4S,5R)-5-((5-cyclopropyl-3-(spiro[2.5]octan-6-yl)isoxazol-4-yl)methoxy)-2-azabicyclo[2.2.1]heptan-2-yl)-3-fluorobenzoic acid C1(CC1)C1=C(C(=NO1)C1CCC2(CC2)CC1)CO[C@H]1[C@@H]2CN([C@H](C1)C2)C2=C(C=C(C(=O)O)C=C2)F